1-((2R,3R,4R,5S)-4-allyl-5-((bis(4-methoxyphenyl)(phenyl)methoxy)methyl)-3-fluorotetrahydrofuran-2-yl)pyrimidine-2,4(1H,3H)-dione C(C=C)[C@H]1[C@H]([C@@H](O[C@@H]1COC(C1=CC=CC=C1)(C1=CC=C(C=C1)OC)C1=CC=C(C=C1)OC)N1C(NC(C=C1)=O)=O)F